FC(C(C(C(S(=O)(=O)[O-])(F)F)(F)F)(F)F)(F)F.C(=C)C[N+](C)(C)CC1=CC=CC=C1 vinylbenzyltrimethylammonium nonafluorobutanesulfonate